Cl.NC(C(=O)O)CCC Aminovaleric acid hydrochloride